CC=1NCCCN1 (4S)-2-Methyl-1,4,5,6-tetrahydropyrimidine